OC[C@H]1CN(CC1)C(CC1=CC=C(C=C1)NC(=O)NCC1=CC=C(C=C1)F)=O N-(4-{2-[(3R)-3-(hydroxymethyl)pyrrolidinyl]-2-oxoethyl}phenyl){[(4-fluorophenyl)methyl]amino}carboxamide